tert-butyl-(3R,4S,5S)-4-((S)-2-amino-N,3-dimethylbutyramido)-3-methoxy-5-methylheptanoic acid C(C)(C)(C)C(C(=O)O)[C@H]([C@H]([C@H](CC)C)N(C([C@H](C(C)C)N)=O)C)OC